The molecule is 1-(2,4-difluorophenyl)-6-fluoro-7-(3-methylpiperazin-1-yl)-4-oxo-1,4-dihydroquinoline-3-carboxylic acid that has S configuration. It has a role as an antibacterial drug, an antiinfective agent and an EC 5.99.1.3 [DNA topoisomerase (ATP-hydrolysing)] inhibitor. It is an enantiomer of a (R)-temafloxacin. C[C@H]1CN(CCN1)C2=C(C=C3C(=C2)N(C=C(C3=O)C(=O)O)C4=C(C=C(C=C4)F)F)F